3-(tert-butyl-dimethylsilyloxy)-1-propyllithium [Si](C)(C)(C(C)(C)C)OCCC[Li]